C(#N)C1=C(C=CC=C1)CN(CC(=O)N(C1=C(C=C(C(=O)O)C=C1)OCC)CC1=CC(=CC(=C1)OC(C)C)C1CC1)S(=O)(=O)C1=C(C(=C(C(=C1)F)F)F)F 4-[[2-[(2-cyanophenyl)methyl-(2,3,4,5-tetrafluorophenyl)sulfonyl-amino]acetyl]-[(3-cyclopropyl-5-isopropoxy-phenyl)methyl]amino]-3-ethoxy-benzoic acid